C(C)N1C(C=2N(C3=CC(=C(C=C13)C)[N+](=O)[O-])N=CC2)=O 5-ethyl-7-methyl-8-nitropyrazolo[1,5-a]quinoxalin-4(5H)-one